C(CC)(=O)OC(CCCCCCCCCCCCCCCCC)C1=CC(=C(C(=C1)C(C)(C)C)O)C(C)(C)C (3,5-di-tert-butyl-4-hydroxyphenyl)n-octadecanol propionate